BrCC=1C=C2C=CN(C2=CC1)C(=O)OC(C)(C)C tert-butyl 5-(bromomethyl)indole-1-carboxylate